NC(CC)C1=NC=CN1CCC 1-aminopropyl-3-propylimidazole